NC=1C=NN(C1)CC=1C=C(C(=NC1)N1C([C@@H]2C[C@@H]2C1)=O)C (1R,5S)-3-(5-((4-Amino-1H-pyrazol-1-yl)methyl)-3-methylpyridin-2-yl)-3-azabicyclo[3.1.0]hexan-2-one